C(C)S(=O)(=O)NC1=CC=C(C=C1)C1=NNC(=C1)NC1=NN(C=C1)C 3-(4-(ethylsulfonamido)phenyl)-5-((1-methyl-1H-pyrazol-3-yl)amino)-1H-pyrazole